C1(CC1)CN1N=C2N(C1=O)C(CC2)C2=CC=CC=C2 2-(cyclopropylmethyl)-5-phenyl-2,5,6,7-tetrahydro-3H-pyrrolo[2,1-c][1,2,4]triazol-3-one